(1-(3-phenoxyphenyl)ethyl)iminomalonic acid O(C1=CC=CC=C1)C=1C=C(C=CC1)C(C)N=C(C(=O)O)C(=O)O